[C@@H]12CN(C[C@@H](OC1)C2)C2=NC(=NC1=C(C(=C(C=C21)F)C2=CC(=CC1=CC=C(C(=C21)CC)F)O)F)OC[C@]21CCCN1C[C@@H](C2)F |r| rac-4-(4-((1R,5S)-6-Oxa-3-azabicyclo[3.2.1]octan-3-yl)-6,8-difluoro-2-(((2R,7aS)-2-fluorotetrahydro-1H-pyrrolizin-7a(5H)-yl)methoxy)quinazolin-7-yl)-5-ethyl-6-fluoronaphthalen-2-ol